NC1=C(C=CC(=C1)C1=CC=C(C=C1)C1=CC=C(C=C1)C(=O)O)C1=CC=C(C=C1)C1=CC=C(C=C1)C(=O)O 2''-amino-[1,1':4',1'':4'',1''':4''',1''''-quinquephenyl]-4,4''''-dicarboxylic acid